methyl 2-[(6-chloro-3-tetrahydropyran-4-yl-4-quinolyl)amino]-5-fluoro-benzoate ClC=1C=C2C(=C(C=NC2=CC1)C1CCOCC1)NC1=C(C(=O)OC)C=C(C=C1)F